C(C1=CC=CC=C1)N1B(N(C2=C3C1=CC=CC3=CC=C2)P(C2=CC=CC=C2)C2=CC=CC=C2)C=2C(=C3CC(CC3=C(C2C)C)(C(=O)OC)C(=O)OC)C (R)-dimethyl 5-(1-benzyl-3-(diphenylphosphaneyl)-1H-naphtho[1,8-de][1,3,2]diazaborinin-2(3H)-yl)-4,6,7-trimethyl-1,3-dihydro-2H-indene-2,2-dicarboxylate